C12CC(CC(CC1)N2)OC2=CC=C1C=C(C(OC1=C2)=O)OC 7-[(8-azabicyclo[3.2.1]oct-3-yl)oxy]-3-methoxy-chromen-2-one